2-(1-((7-methoxy-4-(1-methyl-3-phenyl-1H-pyrazol-4-yl)pyrido[3,2-d]pyrimidin-6-yl)oxy)ethyl)-5-methyl-1,3,4-thiadiazole COC1=CC=2N=CN=C(C2N=C1OC(C)C=1SC(=NN1)C)C=1C(=NN(C1)C)C1=CC=CC=C1